3-(6-(1-(4-ethynylbenzyl)piperidin-4-yl)-3-oxo-1,3-dihydro-2H-indazol-2-yl)piperidine-2,6-dione C(#C)C1=CC=C(CN2CCC(CC2)C2=CC=C3C(N(NC3=C2)C2C(NC(CC2)=O)=O)=O)C=C1